O=CCC(CC)=O 1,3-bisOxopentane